N1(N=CC=C1)C1=CC=C(CNC2=CC(=NC=3N2N=CC3C3CC3)N[C@@H]3CNCCC3)C=C1 (S)-N7-(4-(1H-pyrazol-1-yl)benzyl)-3-cyclopropyl-N5-(piperidin-3-yl)pyrazolo[1,5-a]pyrimidine-5,7-diamine